cetyl monolaurate C(CCCCCCCCCCC)(=O)OCCCCCCCCCCCCCCCC